2-chloro-8-isopropylthieno[3',2':4,5]pyrrolo[1,2-d][1,2,4]triazin-5(6H)-one ClC1=CC=2C=C3N(C(=NNC3=O)C(C)C)C2S1